[rac-(1R)-1-(3-chloro-5-fluoro-phenyl)ethyl]acetamide ClC=1C=C(C=C(C1)F)[C@H](C)CC(=O)N |r|